ferrocene-2-One [CH-]1C(CC=C1)=O.[CH-]1C=CC=C1.[Fe+2]